(1-(6-(2-methoxyphenyl)pyridazin-3-yl)piperidin-3-yl)carbamic acid COC1=C(C=CC=C1)C1=CC=C(N=N1)N1CC(CCC1)NC(O)=O